C[C@@]1(N(C[C@H](CC1)O)C(=O)OC(C)(C)C)C(=O)O.[C@@H]1([C@H](O)[C@@H](O)[C@H](O)[C@H](O1)CO)C1=C(C(NC(N1)=O)=O)CO beta-D-glucosyl-5-hydroxymethyl-uracil methyl-(2S,5S)-1-(tert-butyloxycarbonyl)-5-hydroxy-piperidine-2-carboxylate